2-{[4-(2-oxo-1,4-dihydro-2H-quinazolin-3-yl)-piperidine-1-carbonyl]-amino}-propionic acid O=C1NC2=CC=CC=C2CN1C1CCN(CC1)C(=O)NC(C(=O)O)C